(R)-5-(4-chloro-2-fluorophenyl)-2-methyl-3-propyl-7-(2-(trifluoromethyl)morpholino)pyrido[4,3-d]pyrimidin-4(3H)-one ClC1=CC(=C(C=C1)C1=NC(=CC=2N=C(N(C(C21)=O)CCC)C)N2C[C@@H](OCC2)C(F)(F)F)F